(2-(1-ethyl-2,2-dimethyl-pyrrolidin-3-yl)thieno[2,3-b]pyridin-4-yl)benzo[d]thiazol-5-amine C(C)N1C(C(CC1)C1=CC=2C(=NC=CC2C=2SC3=C(N2)C=C(C=C3)N)S1)(C)C